BrC=1C=CC2=C(OC=C2C1)CCCC 6-bromo-3-butyl-isobenzofuran